tert-Butyl (2-(2-(2-(2-((2-(2,6-dioxopiperidin-3-yl)-1,3-dioxoisoindolin-5-yl)oxy)ethoxy)ethoxy)ethoxy)ethyl)(methyl)carbamate O=C1NC(CCC1N1C(C2=CC=C(C=C2C1=O)OCCOCCOCCOCCN(C(OC(C)(C)C)=O)C)=O)=O